3-(9-fluoro-2-(piperidine-1-carbonyl-d10)-1,2,3,4-tetrahydro-[1,4]diazepino[6,7,1-hi]indol-7-yl)-4-(imidazo[1,2-a]pyridin-3-yl)-1H-pyrrole-2,5-dione FC=1C=C2C(=CN3C2=C(C1)CN(CC3)C(=O)N3C(C(C(C(C3([2H])[2H])([2H])[2H])([2H])[2H])([2H])[2H])([2H])[2H])C=3C(NC(C3C3=CN=C1N3C=CC=C1)=O)=O